4-(2-((1,5-dimethyl-1H-pyrazol-4-yl)amino)pyrimidin-4-yl)-2-methylbenzylcarbamic acid tert-butyl ester C(C)(C)(C)OC(NCC1=C(C=C(C=C1)C1=NC(=NC=C1)NC=1C=NN(C1C)C)C)=O